FC=1C(=NC(=NC1)NC=1C(=NN(C1)C[C@H](C)O)C)N1C=C(C2=CC(=CC=C12)NC(C=C)=O)C N-[1-[5-fluoro-2-[[1-[(2S)-2-hydroxypropyl]-3-methyl-pyrazol-4-yl]amino]pyrimidin-4-yl]-3-methyl-indol-5-yl]prop-2-enamide